N-(2-chlorophenyl)-4-((2-((4-((1-((1-(4-(2,6-dioxopiperidin-3-yl)phenyl)pyrrolidin-3-yl)methyl)piperidin-4-yl)carbamoyl)phenyl)amino)-5-fluoropyrimidin-4-yl)amino)benzamide ClC1=C(C=CC=C1)NC(C1=CC=C(C=C1)NC1=NC(=NC=C1F)NC1=CC=C(C=C1)C(NC1CCN(CC1)CC1CN(CC1)C1=CC=C(C=C1)C1C(NC(CC1)=O)=O)=O)=O